C(C)(=O)NC1=CC=C(C(=O)NC2=C(N=C(S2)NC2=CC=CC=C2)C(=O)N)C=C1 5-(4-acetamidobenzamido)-2-(phenylamino)-1,3-thiazole-4-carboxamide